5-bromo-3-chloro-N-(2-hydroxy-2-methylpropyl)pyridineamide BrC=1C=C(C(=NC1)C(=O)NCC(C)(C)O)Cl